OC=1C=C(C=CC1)C(\C=C\C1=CC(=C(C(=C1)OC)OC)OC)=O (E)-1-(3-hydroxyphenyl)-3-(3,4,5-trimethoxyphenyl)prop-2-en-1-one